C1(=CC=CC2=CC=CC=C12)C(=O)NC(=N)N 1-naphthoylguanidine